FC(SC=1CC(=CNC1)C1=NC=CC=C1)(F)F 5'-Trifluoromethylthio-1',4'-dihydro-2,3'-bipyridine